4-bromo-5-cyclopropyl-1-methyl-1H-pyrazole BrC=1C=NN(C1C1CC1)C